CC1=NOC(=C1C=1C=C(OC2=C(C=C(C=C2C)NC(NCCNS(=O)(=O)C)=O)C)C=C(C1)C)C N-(2-(3-(4-(3-(3,5-dimethylisoxazol-4-yl)-5-methylphenoxy)-3,5-dimethylphenyl)ureido)ethyl)methanesulfonamide